C(#N)[C@H](C[C@@H]1C(NCC1)=O)NC(=O)[C@@H]1N([C@H]2CC([C@@H]1CC2)(F)F)C(C(F)(F)C2=CC(=CC(=C2)Cl)Cl)=O (1R,3R,4R)-N-[(1S)-1-cyano-2-[(3R)-2-oxopyrrolidin-3-yl]ethyl]-2-[2-(3,5-dichlorophenyl)-2,2-difluoro-acetyl]-5,5-difluoro-2-azabicyclo[2.2.2]octane-3-carboxamide